(±)-3-((2,3-dihydrospiro[inden-1,4'-piperidin]-5-yl)amino)piperidine-2,6-dione hydrochloride Cl.N1CCC2(CC1)CCC1=CC(=CC=C12)N[C@H]1C(NC(CC1)=O)=O |r|